1-(7-(4-amino-7-methyl-5-(4-(pyrimidin-2-yloxy)phenyl)-7H-pyrrolo-[2,3-d]pyrimidin-6-yl)-2-azaspiro[3.5]non-6-en-2-yl)prop-2-en-1-one NC=1C2=C(N=CN1)N(C(=C2C2=CC=C(C=C2)OC2=NC=CC=N2)C2=CCC1(CN(C1)C(C=C)=O)CC2)C